1-((Benzoyloxy)(phenyl)methyl)-5-(4-(hexyloxy)-1,2,5-thiadiazol-3-yl)-1-methyl-1,2,3,6-tetrahydropyridin-1-ium iodide [I-].C(C1=CC=CC=C1)(=O)OC([N+]1(CCC=C(C1)C1=NSN=C1OCCCCCC)C)C1=CC=CC=C1